N-((4,6-dimethyl-2-oxo-1,2-dihydropyridin-3-yl)methyl)-3'-methoxy-[1,1'-biphenyl]-3-carboxamide CC1=C(C(NC(=C1)C)=O)CNC(=O)C=1C=C(C=CC1)C1=CC(=CC=C1)OC